C(C)NC1=C(C=CC(=C1)C(=O)OC)C1=CC2(COC2)CCN1C(=O)OC(C)(C)C tert-butyl 6-[2-(ethylamino)-4-(methoxycarbonyl)phenyl]-2-oxa-7-azaspiro[3.5]non-5-ene-7-carboxylate